C(#N)C=1C=C(OC=2C=CC(=C3[C@@H]([C@@H](CC23)F)O)S(=NC#N)(=O)C(F)F)C=C(C1)F N-(((2R,3S)-7-(3-cyano-5-fluorophenoxy)-2-fluoro-3-hydroxy-2,3-dihydro-1H-inden-4-yl)(difluoromethyl)(oxo)-λ6-sulfanylidene)cyanamide